Cl.N1(CCCCC1)C=1N=C(N(N1)C1=NC=CC=N1)[C@H](C)N (1S)-1-[5-(1-piperidinyl)-2-pyrimidin-2-yl-1,2,4-triazol-3-yl]Ethylamine-hydrochloride